(2S)-Isopropyl 3-(4-(benzyloxy)phenyl)-2-(((4-formyl-5-hydroxy-6-methylpyridin-3-yl)methoxy)(phenoxy)phosphorylamino)propanoate C(C1=CC=CC=C1)OC1=CC=C(C=C1)C[C@@H](C(=O)OC(C)C)N=P(=O)OC1=C(C=CC=C1)OCC=1C=NC(=C(C1C=O)O)C